[N+](=O)([O-])C1=CC=C(C=C1)/C=C/C(=O)O (E)-3-(4-nitrophenyl)acrylic acid